O1CC(CC1)C1=CC=C2CCN(C2=C1)C(=O)OC(C)(C)C tert-butyl 6-(tetrahydrofuran-3-yl)indoline-1-carboxylate